FC=1C=C2C(=CNC2=CC1)C1CN(CCC1)C 5-fluoro-3-(1-methylpiperidin-3-yl)-1H-indole